2-[(methanesulfonyloxy)methyl]-3-methylcyclopropane CS(=O)(=O)OCC1CC1C